C(C1=CC=CC=C1)C1=C(C=NN1CCNC(=O)OC(C)(C)C)C(=O)OCC ethyl 5-benzyl-1-(2-(tert-butoxycarbonylamino)ethyl)-1H-pyrazole-4-carboxylate